OCCN1C(C(C2=CC=CC=C12)(C)C)C 1-(2-hydroxyethyl)-2,3,3-trimethyl-3H-indole